OC(C)(C)C=1C=C(SC1)S(=O)(N)=NC(NC1=C2C(=NC3=C1CCC3)C(CC2)C)=O 4-(2-hydroxypropan-2-yl)-N'-((3-methyl-1,2,3,5,6,7-hexahydrodicyclopenta[b,e]pyridin-8-yl)carbamoyl)thiophene-2-sulfonimidamide